C(CCCCCCCCCCCC)(=O)OCCCCCCCC\C=C/CCCCCCCC oleyl tridecanoate